O=C1CC[C@H](NC1)C(=O)OCCCC butyl (S)-5-oxopiperidine-2-carboxylate